C(C1=CC=CC=C1)N1C[C@H]2NCCC[C@H]2C1 (S,S)-6-benzyl-octahydropyrrolo[3,4-b]Pyridine